(3S)-3-(4,4'-difluoro-2',5,6'-trimethyl-[1,1'-biphenyl]-3-yl)-3-(2-(5-(2-(dimethylamino)ethyl)-2-oxo-4-(trifluoromethyl)pyridin-1(2H)-yl)-4-methylpentanamido)propanoic acid FC1=C(C=C(C=C1C)C1=C(C=C(C=C1C)F)C)[C@H](CC(=O)O)NC(C(CC(C)C)N1C(C=C(C(=C1)CCN(C)C)C(F)(F)F)=O)=O